N-[(1S)-[[1-cyano-2-(2-oxo-1H-quinolin-4-yl)ethyl]carbamoyl]-3-methyl-butyl]-4-methoxy-1H-indole-2-carboxamide C(#N)C(CC1=CC(NC2=CC=CC=C12)=O)NC(=O)[C@H](CC(C)C)NC(=O)C=1NC2=CC=CC(=C2C1)OC